O1CCC(CC1)C1NCC12CNC2 (tetrahydro-2H-pyran-4-yl)-2,6-diazaspiro[3.3]heptane